(2R,3R)-2-(2,4-difluorophenyl)-3-((1-(3-fluoropyridin-2-yl)ethyl)disulfanyl)-1-(1H-1,2,4-triazol-1-yl)butan-2-ol FC1=C(C=CC(=C1)F)[C@@](CN1N=CN=C1)([C@@H](C)SSC(C)C1=NC=CC=C1F)O